FC(C=1C=C(C=C(C1)C(F)(F)F)NC(=O)NC(C)CCC1=CC=C(C=C1)OC)(F)F 1-(3,5-bis(trifluoromethyl)phenyl)-3-(4-(4-methoxyphenyl)butan-2-yl)urea